12-hydroxydodecyl eicos-11-enoate C(CCCCCCCCCC=CCCCCCCCC)(=O)OCCCCCCCCCCCCO